4-(cyclopentylamino)-2-((4-(1,1-dioxido-1,2-thiazinan-2-yl)phenyl)amino)-7H-pyrrolo[2,3-d]pyrimidine-5-carbonitrile C1(CCCC1)NC=1C2=C(N=C(N1)NC1=CC=C(C=C1)N1S(CCCC1)(=O)=O)NC=C2C#N